S1C(=NC2=C1C=CC=C2)C2=CC(=C(OCCCCCCC(=O)NO)C=C2)Cl 7-(4-(benzo[d]thiazol-2-yl)-2-chlorophenoxy)-N-hydroxyheptanamide